N-[2-(4,4-Difluorocyclohexyl)-6-methylpyrimidin-4-yl]-4-((2-hydroxyethyl)sulfonylamino)-2-{spiro[2.5]oct-5-en-6-yl}benzamide FC1(CCC(CC1)C1=NC(=CC(=N1)NC(C1=C(C=C(C=C1)NS(=O)(=O)CCO)C1=CCC2(CC2)CC1)=O)C)F